(2R,3R)-2-methyl-3-(methylsulfonylmethyl)azetidine hydrochloride Cl.C[C@H]1NC[C@H]1CS(=O)(=O)C